COCCN1CCC(CC1)N1CCC(CC1)NC1=C2C=C(N(C2=CC=C1)CC(F)(F)F)C#CCNC=1C=CC(=NC1)C(C#N)(C)C 2-[5-({3-[4-({1-[1-(2-methoxyethyl)piperidin-4-yl]piperidin-4-yl}amino)-1-(2,2,2-trifluoroethyl)-1H-indol-2-yl]prop-2-yn-1-yl}amino)pyridin-2-yl]-2-methylpropanenitrile